(3R)-3-amino-7-[5-(3-amino-4,4-difluoro-1-piperidyl)-1,3,4-oxadiazol-2-yl]-5-[(4-chlorophenyl)methyl]-8-fluoro-1,1-dioxo-2,3-dihydro-1λ6,5-benzothiazepin-4-one N[C@H]1CS(C2=C(N(C1=O)CC1=CC=C(C=C1)Cl)C=C(C(=C2)F)C=2OC(=NN2)N2CC(C(CC2)(F)F)N)(=O)=O